ClC1=C(C=CC=C1C)NC(=S)C=1C(NCCC1O)=O N-(2-chloro-3-methylphenyl)-4-hydroxy-2-oxo-1,2,5,6-tetrahydropyridine-3-carbothioamide